Diethyl (S)-(2-(pyrrolidin-2-ylmethoxy)ethyl)phosphonate N1[C@@H](CCC1)COCCP(OCC)(OCC)=O